CN1N=CC=2C1=C(N=NC2O)O 1-methylpyrazolo[3,4-d]pyridazine-4,7-diol